ClC=1C=C(C=C(C1)NS(=O)(=O)C)NC(=O)C=1SC(=C(C1)C1=NC=C(C=C1OCC1=CC(=CC(=C1)S(=O)(C)=N)F)F)C N-(3-chloro-5-methanesulfonamidophenyl)-4-[5-fluoro-3-({3-fluoro-5-[imino(methyl)oxo-λ6-sulfanyl]phenyl}methoxy)pyridin-2-yl]-5-methylthiophene-2-carboxamide